[Si](C1=CC=CC=C1)(C1=CC=CC=C1)(C(C)(C)C)OCCC[C@@H](C#C)NC(OC(C)(C)C)=O tert-butyl N-[(3S)-6-[(tert-butyldiphenylsilyl)oxy]hex-1-yn-3-yl]carbamate